C1(=CC=C(C=C1)[C@@]1(CC[C@@]2([C@H]3CC[C@@]4([C@H](CC[C@H]4[C@@H]3CC[C@@H]2C1)[C@@H](CCC(=O)O)C)C)C)O)C1=CC=CC=C1 (R)-4-((3S,5R,8R,9S,10S,13R,14S,17R)-3-([1,1'-biphenyl]-4-yl)-3-hydroxy-10,13-dimethylhexadecahydro-1H-cyclopenta[a]phenanthren-17-yl)pentanoic acid